3-(5-{[(2-Hydroxyethyl)amino]methyl}-7-methyl-1,3-benzoxazol-2-yl)biphenyl-2-carbonitril OCCNCC=1C=C(C2=C(N=C(O2)C2=C(C(=CC=C2)C2=CC=CC=C2)C#N)C1)C